C1(CCC1)OC([C@@H](NP(=O)(OC1=CC=CC=C1)OC1=C(C(=C(C(=C1F)F)F)F)F)C)=O ((Perfluorophenoxy)(phenoxy)phosphoryl)-L-alanine cyclobutyl ester